COC=O Formic acid methyl ester